C[C@@H]1OC[C@]1(C)NS(=O)(=O)C=1C=C2C(N(C(N(C2=CC1)CC)=O)CC)=O |o1:1,4| rel-N-[(2s,3s)-2,3-dimethyloxetan-3-yl]-1,3-diethyl-2,4-dioxoquinazolin-6-sulfonamide